N[C@H](C(=O)O)CCNC(CN=[N+]=[N-])=O (2S)-2-amino-4-[(2-azidoacetyl)amino]butanoic acid